N-[(1S)-2-hydroxy-1-methyl-ethyl]-5,6-dimethyl-pyrido[4,3-b]carbazole-9-carboxamide OC[C@H](C)NC(=O)C1=CC=2C=3C=C4C(=C(C3N(C2C=C1)C)C)C=CN=C4